OCCN(C1=CC=C(C=C1)C)C N-(2-Hydroxylethyl)-N-Methyl-para-toluidine